4-(4-(1-Methylazetidin-3-yl)piperazin-1-yl)-N-(4-methylpent-2-yn-1-yl)-1H-benzo[d]imidazole-1-carboxamide CN1CC(C1)N1CCN(CC1)C1=CC=CC=2N(C=NC21)C(=O)NCC#CC(C)C